F[C@H]1CN(CCCC1)C=1C=C2C(=CC=NC2=CC1)C(=O)OC methyl (R)-6-(3-fluoroazepan-1-yl)quinoline-4-carboxylate